NC1=C2C(=NC=N1)N(N=C2C2=CC=C(C=C2)OC2=CC=CC=C2)[C@H]2CN(CCC2)C(=O)C=2C=NC=NC2 (R)-(3-(4-amino-(4-phenoxyphenyl)-1H-pyrazolo[3,4-d]pyrimidin-1-yl)piperidin-1-yl)(pyrimidin-5-yl)methanone